tert-butyl (18-oxo-18-((4-((4-(1-propyl-1H-pyrazol-4-yl)-7H-pyrrolo[2,3-d]pyrimidin-2-yl)amino)phenyl)amino)-3,6,9,12,15-pentaoxaoctadecyl)carbamate O=C(CCOCCOCCOCCOCCOCCNC(OC(C)(C)C)=O)NC1=CC=C(C=C1)NC=1N=C(C2=C(N1)NC=C2)C=2C=NN(C2)CCC